2-(cyclohexanecarbonyloxy)ethane-1-sulfonate C1(CCCCC1)C(=O)OCCS(=O)(=O)[O-]